BrC=1C=C2C(=CNC2=CC1)C=1SC=C(N1)C(=O)N/N=C/C1=CC=NC=C1 (E)-2-(5-bromo-1H-indol-3-yl)-N'-(pyridine-4-ylmethylene)thiazole-4-carbohydrazide